C1(=CC(=CC=C1)C1=NC(=NC(=N1)C1=CC=C(C=C1)C1=CC=C(C2=CC=CC=C12)Cl)C1=CC=CC=C1)C1=CC=CC=C1 2-([1,1'-biphenyl]-3-yl)-4-(4-(4-chloronaphthalen-1-yl)phenyl)-6-phenyl-1,3,5-triazine